O1C=CC=2C(=NC=CC21)C2=CC=C(C(=O)NC1CCN(CC1)C1=NC=C(N=C1)CO)C=C2 4-(furo[3,2-c]pyridin-4-yl)-N-{1-[5-(hydroxymethyl)pyrazin-2-yl]piperidin-4-yl}benzamide